2-[[6-[[5-chloro-2-[(2R,4R)-4-[[3-(2,6-dioxo-3-piperidyl)-1-methyl-indazol-6-yl]amino]-2-methyl-1-piperidyl]pyrimidin-4-yl]amino]-1-methyl-2-oxo-3-quinolyl]oxy]-N-methyl-acetamide ClC=1C(=NC(=NC1)N1[C@@H](C[C@@H](CC1)NC1=CC=C2C(=NN(C2=C1)C)C1C(NC(CC1)=O)=O)C)NC=1C=C2C=C(C(N(C2=CC1)C)=O)OCC(=O)NC